NC=1C=C(C=CC1)C1=NC2=C(N1)C=CC=C2 2-(3-Aminophenyl)-1H-benzo[d]imidazole